ClC1=C(C=C(C=C1)C1=NN(C(=N1)CC(=O)NCC1=CC(=CC(=C1)Cl)Cl)CC)OC(C)C 2-[3-(4-Chloro-3-isopropyloxyphenyl)-1-ethyl-1H-1,2,4-triazol-5-yl]-N-[(3,5-dichlorophenyl)methyl]acetamid